N-isopropyl-1,3-oxazinane C(C)(C)N1COCCC1